S1C2=C(C=C1C(=O)NCC(C(=O)O)(CC)CC)CCCCCC2 2-({4H,5H,6H,7H,8H,9H-cycloocta[b]thiophen-2-ylformamido}methyl)-2-ethylbutanoic acid